3-ethyl-1-(oxan-2-yl)pyrazolo[3,4-b]pyridin-5-ol C(C)C1=NN(C2=NC=C(C=C21)O)C2OCCCC2